CS(=O)[O-].[Na+] Sodium Methanesulfinate